(+/-)-N-[(3R,4S)-3-fluoro-1-methylpiperidin-4-yl]-2-(4-{[(4-methanesulfonyl-2-methoxyphenyl)amino]meth-yl}phenyl)-1-(2,2,2-trifluoroethyl)-1H-indol-4-amine F[C@@H]1CN(CC[C@@H]1NC=1C=2C=C(N(C2C=CC1)CC(F)(F)F)C1=CC=C(C=C1)CNC1=C(C=C(C=C1)S(=O)(=O)C)OC)C |r|